(R)-1-(4-(8-(but-3-en-1-yloxy)-1,7-naphthyridin-6-yl)-5-methoxypyridin-2-yl)-N-ethylethan-1-amine C(CC=C)OC=1N=C(C=C2C=CC=NC12)C1=CC(=NC=C1OC)[C@@H](C)NCC